4-[(6-Methyl-2-pyridyl)sulfanyl]-6-[1-[(3S)-3-piperidyl]pyrazol-4-yl]pyrazolo[1,5-a]pyridine-3-carbonitrile CC1=CC=CC(=N1)SC=1C=2N(C=C(C1)C=1C=NN(C1)[C@@H]1CNCCC1)N=CC2C#N